4-[(5S)-5-(3,5-dichlorophenyl)-4,5-dihydro-5-(trifluoromethyl)-3-isoxazolyl]-2-methyl-N-(cis-1-oxo-3-thietanyl)benzamide Dodecyl-L-alaninate C(CCCCCCCCCCC)N[C@@H](C)C(=O)O.ClC=1C=C(C=C(C1)Cl)[C@@]1(CC(=NO1)C1=CC(=C(C(=O)NC2CS(C2)=O)C=C1)C)C(F)(F)F